BrC1=CN=C2C(=NC(=NN21)OCC2=NOC(=C2)C)N(CC2=C(C=C(C=C2)OC)OC)CC2=C(C=C(C=C2)OC)OC 7-bromo-N,N-bis(2,4-dimethoxybenzyl)-2-((5-methylisoxazol-3-yl)methoxy)imidazo[2,1-f][1,2,4]triazin-4-amine